COC(C1=C(N=CC=C1)CNC1=NC=C(C(=N1)NC1=C(C=CC=C1)P(=O)(C)C)C(F)(F)F)=O (4-((2-(dimethylphosphoryl)phenyl)amino)-5-(trifluoromethyl)pyrimidin-2-yl)aminomethylnicotinic acid methyl ester